CNCCNC(=O)C1=CC2=C(N=CN2)C=C1 benzoimidazole-5-carboxylic acid (2-methylamino-ethyl)-amide